N1(CCCCC1)CCOC1=CC=C2CCC(NC2=C1)=O 7-(2-(piperidin-1-yl)ethoxy)-3,4-dihydro-quinolin-2(1H)-one